N-(6-(4-fluorophenyl)-3-nitropyridin-2-yl)-6-((2-(4-methylpiperazin-1-yl)ethyl)amino)nicotinamide FC1=CC=C(C=C1)C1=CC=C(C(=N1)NC(C1=CN=C(C=C1)NCCN1CCN(CC1)C)=O)[N+](=O)[O-]